3,3-dimethyl-1-(4-(4-(4,4,5,5-tetramethyl-1,3,2-dioxaborolan-2-yl)phenyl)piperazin-1-yl)butan-1-one CC(CC(=O)N1CCN(CC1)C1=CC=C(C=C1)B1OC(C(O1)(C)C)(C)C)(C)C